4-[2-(5-fluoro-2-pyridinyl)-6-(2-methoxyethyl)-6-methyl-5,7-dihydro-4H-pyrazolo[1,5-a]pyridin-3-yl]-1H-pyrazolo[3,4-b]pyridine FC=1C=CC(=NC1)C1=NN2C(CCC(C2)(C)CCOC)=C1C1=C2C(=NC=C1)NN=C2